OC(CC(C)=O)(C)C 4-Hydroxy-4-methylpentan-2-on